3-{1H-pyrrolo[2,3-b]pyridin-2-yl}-1H-pyrazolo[3,4-d]pyrimidin-4-amine N1C(=CC=2C1=NC=CC2)C2=NNC1=NC=NC(=C12)N